BrCC(C1=CC=C(C=C1)C#N)C(=O)C(CBr)C1=CC=C(C=C1)C#N 2-bromo-1-(4-cyanophenyl)ethyl ketone